6-cyclopropoxy-2-((1s,3r)-3-hydroxycyclohexyl)-N-(pyrazolo[1,5-a]pyrimidin-3-yl)-2H-indazole-5-carboxamide C1(CC1)OC=1C(=CC2=CN(N=C2C1)[C@@H]1C[C@@H](CCC1)O)C(=O)NC=1C=NN2C1N=CC=C2